di(trimethylsilyl)methylphosphite C[Si](C)(C)C([Si](C)(C)C)OP([O-])[O-]